O=C1NC(CCC1N1CC2=C(C=C(C=C2C1=O)OC(N(C=1C=NC(=CC1)N1C(CCCC1)C)C)=O)OC)=O (2-(2,6-dioxopiperidin-3-yl)-7-methoxy-3-oxoisoindolin-5-yl)methyl(6-(2-methylpiperidin-1-yl)pyridin-3-yl)carbamate